FC=1C=C(C=C(C1)F)C(C(=O)NC1=CC(=C(C=C1)C=1C=NC(=CC1)C)C)O 2-(3,5-difluorophenyl)-2-hydroxy-N-(3-methyl-4-(6-methylpyridin-3-yl)phenyl)acetamide